C1(=CC=CC=C1)C(CCCCCCCP(O)(O)O)C1=CC=CC=C1.C(CCCCCCC)P(OC1=CC=CC=C1)(OC1=CC=CC=C1)O diphenyl octylphosphite (diphenyl octylphosphite)